2,1,3-benzothiadiazole-5-carbonyl chloride N=1SN=C2C1C=CC(=C2)C(=O)Cl